OCCC1=CC(=NC(=N1)C(F)(F)F)O[C@H]1CC[C@H](CC1)N1CC(C1)(N1N=CC(=C1)C=1C2=C(N=CN1)NC=C2)CC#N {1-(cis-4-{[6-(2-hydroxyethyl)-2-(trifluoro-methyl)pyrimidin-4-yl]oxy}cyclohexyl)-3-[4-(7H-pyrrolo[2,3-d]pyrimidin-4-yl)-1H-pyrazol-1-yl]azetidin-3-yl}acetonitrile